CC1=CC=C(C(=O)S(=O)(=O)C(C2=CC=C(C=C2)C)=O)C=C1 p-methylbenzoyl sulfone